FC1=C(C(=CC(=C1)F)F)B(C1=C(C=C(C=C1F)F)F)C1=C(C=C(C=C1F)F)F tri(2,4,6-trifluorophenyl)borane